N-(4-(4-amino-7-methyl-5-(3-methyl-4-(6-methylpyridin-2-yloxy)phenyl)-7H-pyrrolo[2,3-d]pyrimidin-6-yl)phenyl)acrylamide NC=1C2=C(N=CN1)N(C(=C2C2=CC(=C(C=C2)OC2=NC(=CC=C2)C)C)C2=CC=C(C=C2)NC(C=C)=O)C